imidazolidine-2-on N1C(NCC1)=O